C(C=C)(=O)SC(CSC=1SC(=NN1)SCCCC)CCCC 2-acryloylthio-n-hexylthio-5-n-butylthio-1,3,4-thiadiazole